C(C)(C)(C)OC(=O)N1CCN(CC1)C(CCC=C)C1=CC=C(C=C1)[C@H](C)NC(C(F)(F)F)=O.OCCN(C1=CC=CC=C1)C N-(2-hydroxyethyl)-N-methyl-aniline Tert-butyl-4-[1-[4-[(1S)-1-[(2,2,2-trifluoroacetyl)amino]ethyl]phenyl]pent-4-enyl]piperazine-1-carboxylate